FC(CC)(F)C=1C=C(C=CC1)NC(=O)C=1[N+](=C(NC1C)C=1C=C(C(=CC1)OC)C1=C(C=C(C=C1C)C)C)[O-] 4-((3-(1,1-difluoropropyl)phenyl)carbamoyl)-2-(6-methoxy-2',4',6'-trimethyl-[1,1'-biphenyl]-3-yl)-5-methyl-1H-imidazole 3-oxide